5-Chloro-1H-indole-2-carboxylic acid [2-((3S,4S)-dihydroxy-pyrrolidin-1-yl)-2-oxo-ethyl]-amide OC1(N(CCC1)C(CNC(=O)C=1NC2=CC=C(C=C2C1)Cl)=O)O